tris(2,4-di-tert.-butyl phenyl) phosphate P(=O)(OC1=C(C=C(C=C1)C(C)(C)C)C(C)(C)C)(OC1=C(C=C(C=C1)C(C)(C)C)C(C)(C)C)OC1=C(C=C(C=C1)C(C)(C)C)C(C)(C)C